COC(CCCC(=O)C1=CC=CC=C1)C 3-methoxy-2-butylacetophenone